Ethyl 2-[(1R,3R)-3-{[(tert-butoxy)carbonyl]amino}-1-hydroxy-4-methylpentyl]-1,3-thiazole-4-carboxylate C(C)(C)(C)OC(=O)N[C@H](C[C@@H](O)C=1SC=C(N1)C(=O)OCC)C(C)C